C(C1=CC=CC=C1)C=1C=NC(=NC1)N1CC(=CC1)C=1C=NN2C1C=CC(=C2)C=2C=NN(C2)C 3-[1-(5-benzylpyrimidine-2-yl)-2,5-dihydro-1H-pyrrol-3-yl]-6-(1-methyl-1H-pyrazol-4-yl)pyrazolo[1,5-a]pyridine